3,6-Diiodo-9H-carbazole IC=1C=CC=2NC3=CC=C(C=C3C2C1)I